(((2R,7aS)-2-fluorohexahydro-1H-pyrrolizin-7a-yl)methoxy)-4-methoxy-5,6,7,8-tetrahydropyrido[3,4-d]pyrimidine F[C@@H]1C[C@@]2(CCCN2C1)COC=1N=C(C2=C(N1)CNCC2)OC